OCCCNCCN 3-hydroxypropyl-ethylenediamine